C(#N)CC[C@@H](C1=CC=CC=C1)NC(=O)N1CC2=CC(=CC(=C2CC1)C1=CC=C(C=C1)C(F)(F)F)NC (S)-N-(3-cyano-1-phenylpropyl)-7-(methylamino)-5-(4-(trifluoromethyl)phenyl)-3,4-dihydroisoquinoline-2(1H)-carboxamide